methyl 6-chloro-3-ethylpicolinate ClC1=CC=C(C(=N1)C(=O)OC)CC